N1N=CC=C1NC1=NC(=CC(=N1)C(C#N)(C)C)N1[C@@H](COCC1)C (R)-2-(2-((1H-pyrazol-5-yl)amino)-6-(3-methylmorpholino)pyrimidin-4-yl)-2-methylpropanenitrile